(3R,7R)-2-(4-chloro-3-(trifluoromethyl)benzoyl)-3,7-dimethyl-9-(1-(6-oxo-1,6-dihydropyridazin-4-yl)ethyl)-1,2,3,4,8,9-hexahydropyrido[4',3':3,4]pyrazolo[1,5-a]pyrazin-10(7H)-one ClC1=C(C=C(C(=O)N2CC=3C(=NN4C3C(N(C[C@H]4C)C(C)C=4C=NNC(C4)=O)=O)C[C@H]2C)C=C1)C(F)(F)F